C(C)(C)(C)[Si](C1=C(C=NC=C1)OC)(F)C(C)(C)C di(tert-butyl)(fluoro)(3-methoxy-4-pyridyl)silane